O=[Mn]=O Manganese(IV) Oxide